COC(=O)C1=C(C=NC=C1)NCC1CCCC2=CC(=CC=C12)C1CCOCC1 3-({[6-(Oxacyclohex-4-yl)-1,2,3,4-tetrahydronaphthalen-1-yl]methyl}amino)pyridine-4-carboxylic acid methyl ester